C(C(C)(C)C)(=O)OCOP(=O)(C)OC1=C(C(=CC(=C1)CCCCC)O)C1CCCC(=C1)C ((((6-hydroxy-5'-methyl-4-pentyl-1',2',3',4'-tetrahydro-[1,1'-biphenyl]-2-yl)oxy)(methyl)phosphoryl)oxy)methyl pivalate